3-(1H-Indazol-5-yl)-N-phenyl-5-(trifluoromethyl)imidazo[4,5-b]pyridine N1N=CC2=CC(=CC=C12)N1CN(C=2C1=NC(=CC2)C(F)(F)F)C2=CC=CC=C2